6-methyl-4-[(1-methylcyclopropyl)amino]-N-[6-(morpholin-4-yl)pyridazin-3-yl]furo[2,3-d]pyrimidine-5-carboxamide CC1=C(C2=C(N=CN=C2NC2(CC2)C)O1)C(=O)NC=1N=NC(=CC1)N1CCOCC1